COC1=CC(=CC(=C1O)OC)CC=C The molecule is a member of the class of phenols that is phenol substituted by an allyl group at position 4 and methoxy groups at positions 2 and 6 respectively. It is a member of phenols, a dimethoxybenzene and a phenylpropanoid.